8-(6-Fluoro-1-methylsulfonylindazol-4-yl)-1,4,4,9-tetramethyl-5H-triazolo[4,5-c]chinolin FC1=CC(=C2C=NN(C2=C1)S(=O)(=O)C)C1=C(C=2C3=C(C(NC2C=C1)(C)C)N=NN3C)C